bis(2-pentylheptyl) 11-(2-(diethylamino)ethyl)-5,17-diethyl-7,15-dioxo-6,8,14,16-tetraoxa-11-azahenicosandioate C(C)N(CCN(CCOC(OC(CCCC(=O)OCC(CCCCC)CCCCC)CC)=O)CCOC(OC(CCCC(=O)OCC(CCCCC)CCCCC)CC)=O)CC